4-amino-7-chloro-N,1-dimethyl-N-((3S)-6-(trifluoro-methyl)-2,3-dihydro-furo[2,3-b]pyridin-3-yl)-1H-pyrazolo-[4,3-c]quinoline-8-carboxamide NC1=NC=2C=C(C(=CC2C2=C1C=NN2C)C(=O)N([C@@H]2COC1=NC(=CC=C12)C(F)(F)F)C)Cl